2-(benzo[c][1,2,5]oxadiazol-5-ylmethoxy)-4-((2-cyano-[1,1'-biphenyl]-3-yl)methoxy)-5-nitrobenzyl-D-serine N=1ON=C2C1C=CC(=C2)COC2=C(CN[C@H](CO)C(=O)O)C=C(C(=C2)OCC=2C(=C(C=CC2)C2=CC=CC=C2)C#N)[N+](=O)[O-]